ClC1=CC=CC=2N1N=C(C2)[C@H]2N(CCC1=C2N=CN1)C(=O)C1=C(N=C(O1)[C@H](C)O)C ((S)-4-(7-chloropyrazolo[1,5-a]pyridin-2-yl)-6,7-dihydro-1H-imidazo[4,5-c]pyridin-5(4H)-yl)(2-((S)-1-hydroxyethyl)-4-methyloxazol-5-yl)methanone